3-(4-bromophenyl)-2-[(5-tert-butylthiophene-2-carbonyl)amino]propionic acid BrC1=CC=C(C=C1)CC(C(=O)O)NC(=O)C=1SC(=CC1)C(C)(C)C